FC(CO\N=C/1\C2C(NC=N1)N(C=C2)[C@@H]2O[C@@H]([C@H]([C@H]2O)O)[C@H](O)C2=CC(=C(C=C2)Cl)Cl)(F)F (Z)-7-((2R,3R,4S,5R)-5-((R)-(3,4-dichlorophenyl)(hydroxy)methyl)-3,4-dihydroxytetrahydrofuran-2-yl)-1,4a,7,7a-tetrahydro-4H-pyrrolo[2,3-d]pyrimidin-4-one O-(2,2,2-trifluoroethyl) oxime